FC1=C(C(=O)C2=CC=C(C(=O)O)C=C2)C(=CC=C1OC)O 4-(2-fluoro-6-hydroxy-3-methoxybenzoyl)benzoic acid